CC1=C(C=C(C=C1)NC(C1=NC(=CC(=C1)C(F)(F)F)OCCOC1OCCCC1)=O)NC1=NC=CC=C1C1=C2N=CN(C2=NC=N1)C1OCCCC1 N-(4-methyl-3-((3-(9-(tetrahydro-2H-pyran-2-yl)-9H-purin-6-yl)pyridin-2-yl)amino)phenyl)-6-(2-((tetrahydro-2H-pyran-2-yl)oxy)ethoxy)-4-(trifluoromethyl)picolinamide